CC1(CC1)N1C=C2C=NN=C(C2=CC1=O)C(=O)O 6-(1-methylcyclopropyl)-7-oxo-6,7-dihydropyrido[3,4-d]pyridazine-1-carboxylic acid